NC=1C(=C(C=C2C=C(N=CC12)NC(OC1CN(C1)C1COC1)=O)C1=C(C2=C(OCCN2)N=C1)C)F 1-(Oxetan-3-yl)azetidin-3-yl (8-amino-7-fluoro-6-(8-methyl-2,3-dihydro-1H-pyrido[2,3-b][1,4]oxazin-7-yl)isoquinolin-3-yl)carbamate